N-[(1S,4R,7R)-2-{2-[1-(cyclopropylmethyl)-1H-pyrrolo[2,3-b]pyridin-2-yl]-7-methoxy-1-methyl-1H-1,3-benzodiazole-5-carbonyl}-6-(methoxyimino)-2-azabicyclo[2.2.1]heptan-7-yl]carbamate C1(CC1)CN1C(=CC=2C1=NC=CC2)C2=NC1=C(N2C)C(=CC(=C1)C(=O)N1[C@@H]2C(C[C@H](C1)[C@H]2NC([O-])=O)=NOC)OC